C(=O)(OCC1=CC=CC=C1)N1CCC(CC1)N1N=C(C2=CN(C=3N=CN=C1C32)COCC[Si](C)(C)C)NC3=C(C=C(C=C3)OC3=CC=CC=C3)Cl 1-Cbz-4-(3-((2-chloro-4-phenoxyphenyl)amino)-1-((2-(trimethylsilyl)ethoxy)methyl)-1,4,5,6,8-pentaazaacenaphthylen-5(1H)-yl)piperidine